5-(3-(5-(4-iodobenzyl)-4H-1,2,4-triazol-3-yl)phenoxy)-1H-indole IC1=CC=C(CC=2NC(=NN2)C=2C=C(OC=3C=C4C=CNC4=CC3)C=CC2)C=C1